3-Methylbutane-1,1-d2-1,3-diol CC(CC(O)([2H])[2H])(C)O